2-methoxy-5-nitro-N-(1-(3-(thiazol-2-yl)phenyl)ethyl)benzamide COC1=C(C(=O)NC(C)C2=CC(=CC=C2)C=2SC=CN2)C=C(C=C1)[N+](=O)[O-]